2-(3-((17-hydroxy-3,6,9,12,15-pentaoxaheptadecyl)oxy)phenyl)-N-(5-methyl-4-(1-(2-methylbenzoyl)indol-5-yl)thiazol-2-yl)acetamide sodium [Na].OCCOCCOCCOCCOCCOCCOC=1C=C(C=CC1)CC(=O)NC=1SC(=C(N1)C=1C=C2C=CN(C2=CC1)C(C1=C(C=CC=C1)C)=O)C